phenyl (5-(tert-butyl)-2-methoxy-3-(N-methylmethylsulfonamido)-phenyl)carbamate C(C)(C)(C)C=1C=C(C(=C(C1)NC(OC1=CC=CC=C1)=O)OC)N(S(=O)(=O)C)C